(R)-(6-(4-(4-fluoro-2-isopropoxyphenyl)piperidin-1-yl)-2-azaspiro[3.4]oct-2-yl)(oxetan-3-yl)methanone FC1=CC(=C(C=C1)C1CCN(CC1)[C@H]1CC2(CN(C2)C(=O)C2COC2)CC1)OC(C)C